2-(7-fluoroimidazo[1,2-a]pyridin-2-yl)-N-[4-(2-methyl-1H-indol-3-yl)thiazol-2-yl]acetamide FC1=CC=2N(C=C1)C=C(N2)CC(=O)NC=2SC=C(N2)C2=C(NC1=CC=CC=C21)C